5-bromo-3,4-dichloro-1-methyl-indazole BrC=1C(=C2C(=NN(C2=CC1)C)Cl)Cl